FC1=C(C=CC=C1)C1CC2(C1)NC(N(C2=O)C2=CN=CC1=CC=CC=C21)=O 2-(2-fluorophenyl)-7-(isoquinolin-4-yl)-5,7-diazaspiro[3.4]octane-6,8-dione